(4-(3,6-dimethyl-9H-carbazol-9-yl)phenyl)-[1,1':2',1''-terphenyl]-3'-carbonitrile CC=1C=CC=2N(C3=CC=C(C=C3C2C1)C)C1=CC=C(C=C1)C1=C(C=CC=C1)C1=C(C(=CC=C1)C#N)C1=CC=CC=C1